N-(2-hydroxyethyl)-6-methylpicolinamide OCCNC(C1=NC(=CC=C1)C)=O